C(C)O[Si](CCCNC1=NC(=NC(=N1)N)N)(OCC)OCC N-[3-(triethoxysilyl)propyl]-[1,3,5]Triazine-2,4,6-triamine